Titanium molybdenum nitrogen [N].[Mo].[Ti]